p-phenylenediisothiocyanate C1(=CC=C(C=C1)N=C=S)N=C=S